FC1(CCNCC1)C1=C(C#N)C=CC=C1 4-fluoropiperidin-4-yl-benzonitrile